1-methyl-4-[1-methyl-4-(3-[[1-methyl-4-(1-methylimidazole-2-amido)imidazol-2-yl]formamido]propanamido)imidazole-2-amido]imidazol CN1C=NC(=C1)NC(=O)C=1N(C=C(N1)NC(CCNC(=O)C=1N(C=C(N1)NC(=O)C=1N(C=CN1)C)C)=O)C